NC1=C(C=CC=C1)P(C)(C)=O (aminophenyl)dimethylphosphine oxide